ClC1=CC=C(C=C1)C1=C(N(C2=CC=CC=C12)C(C)C)/C=C/C=O (E)-3-(3-(4-chlorophenyl)-1-isopropyl-1H-indol-2-yl)acrylaldehyde